2-ethoxy-2-methyl-1-(benzylideneaminoethyl)-1-aza-2-silacyclopentane C(C)O[Si]1(N(CCC1)CCN=CC1=CC=CC=C1)C